(E)-N-(5-(4-cyano-1-(4-(4-oxopent-2-enoyl)piperazin-1-yl)isoquinolin-7-yl)-2-methoxypyridin-3-yl)-2,4-difluorobenzenesulfonyl-Amine C(#N)C1=CN=C(C2=CC(=CC=C12)C=1C=C(C(=NC1)OC)NS(=O)(=O)C1=C(C=C(C=C1)F)F)N1CCN(CC1)C(\C=C\C(C)=O)=O